(S)-tert-butyl 2-(4-(3-((tertbutyldimethylsilyl)oxy)benzoyl)thiazol-2-yl)pyrrolidine-1-carboxylate C(C)(C)(C)[Si](OC=1C=C(C(=O)C=2N=C(SC2)[C@H]2N(CCC2)C(=O)OC(C)(C)C)C=CC1)(C)C